2-(4-(4-(3-carboxypropionylamino)phenyl)-5-cyclopropylthiazol-2-ylamino)-5-(trifluoromethyl)nicotinic acid C(=O)(O)CCC(=O)NC1=CC=C(C=C1)C=1N=C(SC1C1CC1)NC1=C(C(=O)O)C=C(C=N1)C(F)(F)F